FC1(C(CN(C1)C)N1C(=NC=2C=NC=3C=CC(=CC3C21)C#N)CC2=NOC(=N2)C)F 1-(4,4-difluoro-1-methylpyrrolidin-3-yl)-2-[(5-methyl-1,2,4-Oxadiazol-3-yl)methyl]-1H-imidazo[4,5-c]Quinoline-8-carbonitrile